C(C=C)(=O)OC1(CC=C(C=C1C(C)(C)CC)C(C)(C)CC)CCC1=C(C(=CC(=C1)C(C)(C)CC)C(C)(C)CC)O 1-(2-hydroxy-3,5-di-tert-pentylphenylethyl)-4,6-di-tert-pentylphenyl acrylate